N-((6S,7S)-5-((R)-2-cyclopropyl-2-hydroxyacetyl)-6-((2-fluoro-[1,1'-biphenyl]-3-yl)methyl)-5-azaspiro[2.4]heptan-7-yl)-1-fluoromethanesulfonamide C1(CC1)[C@H](C(=O)N1CC2(CC2)[C@@H]([C@@H]1CC=1C(=C(C=CC1)C1=CC=CC=C1)F)NS(=O)(=O)CF)O